Ethyl (R)-3-(1,4-dimethyl-1H-benzo[d][1,2,3]triazol-5-yl)-3-(3-(((R)-7-hydroxy-2-isopropyl-2,3-dihydropyrido[2,3-f][1,4]oxazepin-4(5H)-yl)methyl)-4-methylphenyl)propanoate CN1N=NC2=C1C=CC(=C2C)[C@H](CC(=O)OCC)C2=CC(=C(C=C2)C)CN2C[C@H](OC1=C(C2)N=C(C=C1)O)C(C)C